[(dimethylamino)methyl]-4-methoxy-2H-indazole-7-carboxylic acid CN(C)CN1N=C2C(=CC=C(C2=C1)OC)C(=O)O